BrC1=C(C=C(C=C1)OC(F)F)F 1-bromo-4-(difluoromethoxy)-2-fluorobenzene